C(C)(C)(C)OC(=O)N1CCC2(CC1)COC1=CC=3C(N(CC3C=C12)C1C(NC(CC1)=O)=O)=O.FC1=C(C(=C(C(=C1[B-](C1=C(C(=C(C(=C1F)F)F)F)F)(C1=C(C(=C(C(=C1F)F)F)F)F)C1=C(C(=C(C(=C1F)F)F)F)F)F)F)F)F.C[NH+](C1=CC=CC=C1)C N,N-dimethylanilinium tetrakis(pentafluorophenyl)borate tert-butyl-6-(2,6-dioxopiperidin-3-yl)-7-oxo-6,7-dihydro-2H,5H-spiro[furo[2,3-f]isoindole-3,4'-piperidine]-1'-carboxylate